1-amino-4-[2-anthracylamino]-9,10-dioxo-9,10-dihydroanthracene-2-sulphonate NC1=C(C=C(C=2C(C3=CC=CC=C3C(C12)=O)=O)NC1=CC2=CC3=CC=CC=C3C=C2C=C1)S(=O)(=O)[O-]